(R)-(4-(4-(quinolin-7-yl)benzyl)-5,6-dihydropyridin-1(2H)-yl)(tetrahydrofuran-2-yl)methanone N1=CC=CC2=CC=C(C=C12)C1=CC=C(CC2=CCN(CC2)C(=O)[C@@H]2OCCC2)C=C1